ethynyl-4'-fluoroadenosine C(#C)[C@@]1([C@H](O)[C@H](O)[C@@](CO)(O1)F)N1C=NC=2C(N)=NC=NC12